1-(2-hydroxy-4-(4-methylpyridin-3-yl)phenyl)ethan-1-one OC1=C(C=CC(=C1)C=1C=NC=CC1C)C(C)=O